C(C)[C@]1(C2=C(NC=3N=CC=CC13)CC(CC2=O)(C)C)C2=CC(=CC=C2)C2=CN=CN2C(C)C (S)-5-ethyl-5-(3-(1-isopropyl-1H-imidazol-5-yl)phenyl)-8,8-dimethyl-5,8,9,10-tetrahydrobenzo[b][1,8]naphthyridin-6(7H)-one